N=1C=NN2C1C=NC(=C2)C2=CC(=NC=C2C(F)(F)F)NC(=O)N2C1CC(CC2(C1)C=1OC(=NN1)C)C cis-N-(4-([1,2,4]triazolo[1,5-a]pyrazin-6-yl)-5-(trifluoromethyl)pyridin-2-yl)-3-methyl-1-(5-methyl-1,3,4-oxadiazol-2-yl)-6-azabicyclo[3.1.1]heptane-6-carboxamide